CC1=C(C=CC=C1)C(C)C methyl-(1-methylethyl)benzene